4-(3-isopropoxy-5-((3-methylbut-2-en-1-yl)oxy)styryl)-2-methoxyphenol C(C)(C)OC=1C=C(C=CC2=CC(=C(C=C2)O)OC)C=C(C1)OCC=C(C)C